{3-[1-(4-amino-2,6-difluorophenyl)-3-(pyridin-4-yl)pyrazol-4-yl]-2,5-difluorophenyl}cyclopentanesulfonamide NC1=CC(=C(C(=C1)F)N1N=C(C(=C1)C=1C(=C(C=C(C1)F)C1(CCCC1)S(=O)(=O)N)F)C1=CC=NC=C1)F